Indoxyl Sulfate Potassium Salt C1=CC=C2C(=C1)C(=CN2)OS(=O)(=O)[O-].[K+]